4-(4-phenylindolin-1-yl)-quinazoline-7-carbaldehyde C1(=CC=CC=C1)C1=C2CCN(C2=CC=C1)C1=NC=NC2=CC(=CC=C12)C=O